2-(5-fluoro-2-methylphenyl)-3-(trifluoromethyl)pyridine 1-oxide FC=1C=CC(=C(C1)C1=[N+](C=CC=C1C(F)(F)F)[O-])C